FC1(CCN(CC1)C1=NC(=CC(=N1)NC(C1=C(C=C(C=C1)NS(=O)(=O)CC)N1CCC2(CC2)CC1)=O)C)F N-(2-(4,4-Difluoropiperidin-1-yl)-6-methylpyrimidin-4-yl)-4-(ethylsulfonamido)-2-(6-azaspiro[2.5]octan-6-yl)benzamide